C(CC(O)(C(=O)OCCCC)CC(=O)OCCCCCC)(=O)OCCCCCC di(hexyl) (n-butyl) citrate